N-(2-(4,4-difluorocyclohexyl)-4-(2,5-difluorophenyl)pyridin-3-yl)-6-ethoxynicotinamide FC1(CCC(CC1)C1=NC=CC(=C1NC(C1=CN=C(C=C1)OCC)=O)C1=C(C=CC(=C1)F)F)F